2-(3-tert-butyl-5-methyl-2-hydroxyphenyl)-5-chloro-2H-benzotriazole C(C)(C)(C)C=1C(=C(C=C(C1)C)N1N=C2C(=N1)C=CC(=C2)Cl)O